C1(=CC=CC=C1)C1=NC=2CCCC(C2C=C1)CN (2-phenyl-5,6,7,8-tetrahydroquinolin-5-yl)methylamine